OCCCCCCN(C(OC(C)(C)C)=O)CC#C tert-Butyl (6-hydroxyhexyl)(prop-2-yn-1-yl)carbamate